tert-butyl 1-(2-(3-bromo-5-(trifluoromethyl) benzyl) pyridin-4-yl)-4-oxo-1,4,6,7-tetrahydro-5H-pyrazolo[4,3-c]pyridine-5-carboxylate BrC=1C=C(CC2=NC=CC(=C2)N2N=CC=3C(N(CCC32)C(=O)OC(C)(C)C)=O)C=C(C1)C(F)(F)F